5-(8-fluoro-3-methylimidazo[1,2-a]pyridin-6-yl)-4-(1-methyl-1H-pyrazol-4-yl)-7H-pyrrolo[2,3-d]pyrimidine FC=1C=2N(C=C(C1)C1=CNC=3N=CN=C(C31)C=3C=NN(C3)C)C(=CN2)C